FC=1C=C(CNCCCCOCCNC=2C=3C=NNC3C=C(C2)N2N=NC=C2)C=C(C1OC(F)(F)F)F N-(2-(4-((3,5-difluoro-4-(trifluoromethoxy)benzyl)amino)butoxy)ethyl)-6-(1H-1,2,3-triazol-1-yl)-1H-indazol-4-amine